(R)-5-(2-ethoxy-3-pyridyl)-1-[1-methylpropyl]-N-[(1-methyl-1,2,4-triazol-3-yl)methyl]pyrazolo[4,3-b]pyridin-7-amine C(C)OC1=NC=CC=C1C1=CC(=C2C(=N1)C=NN2[C@@H](CC)C)NCC2=NN(C=N2)C